tert-butyl (S)-(1-(2-chloro-5-(1-isopropyl-1H-pyrazol-4-yl)pyridin-4-yl)piperidin-3-yl)carbamate ClC1=NC=C(C(=C1)N1C[C@H](CCC1)NC(OC(C)(C)C)=O)C=1C=NN(C1)C(C)C